tert-butyltriphenyltin C(C)(C)(C)[Sn](C1=CC=CC=C1)(C1=CC=CC=C1)C1=CC=CC=C1